Hexadecyl (tert-butoxycarbonyl)-L-phenylalaninate C(C)(C)(C)OC(=O)N[C@@H](CC1=CC=CC=C1)C(=O)OCCCCCCCCCCCCCCCC